2-(N-methyl-2,2-diphenylacetamido)-5-(2,3,4,5-tetra-hydro-1H-benzo[b]azepin-1-yl)benzoic acid CN(C(C(C1=CC=CC=C1)C1=CC=CC=C1)=O)C1=C(C(=O)O)C=C(C=C1)N1C2=C(CCCC1)C=CC=C2